1,1'-dihydroxy-5,5'-bitetrazole dihydroxylamine salt NO.NO.ON1N=NN=C1C1=NN=NN1O